CCOC1=CC=C(C=C1)C(C)(C)COCC2=CC(=CC=C2)OC3=CC=CC=C3 2-(4-ethoxyphenyl)-2-methylpropyl-3-phenoxybenzyl ether